6-((1-((1-Amino-2-methyl-1-oxopropan-2-yl)sulfonyl)cyclopropyl)methyl)-N-(4-chlorobenzyl)-1-methyl-7-oxo-4,5,6,7-tetrahydro-1H-pyrazolo[3,4-c]pyridine-3-carboxamide NC(C(C)(C)S(=O)(=O)C1(CC1)CN1C(C2=C(CC1)C(=NN2C)C(=O)NCC2=CC=C(C=C2)Cl)=O)=O